p-methoxybenzyl-aniline triflate OS(=O)(=O)C(F)(F)F.COC1=CC=C(NCC2=CC=CC=C2)C=C1